S(=O)(=O)(O)C1=NC2=CC=CC=C2C1 sulfo-3H-indol